COC([C@H](N(C(COC)=O)C1=C(C=CC=C1C)C)C)=O N-(2,6-dimethylphenyl)-N-(methoxyacetyl)-D-alanine methyl ester